iron-copper-manganese sulfate S(=O)(=O)([O-])[O-].[Mn+2].[Cu+2].[Fe+2].S(=O)(=O)([O-])[O-].S(=O)(=O)([O-])[O-]